NC=1N=CC(=NC1OCC1=C(C(=CC=C1F)F)Cl)C=1C=C(C=CC1)NS(=O)(=O)CCN1CCOCC1 2-morpholin-4-yl-ethanesulfonic acid {3-[5-amino-6-(2-chloro-3,6-difluoro-benzyloxy)-pyrazin-2-yl]-phenyl}-amide